N1[C@H](CC1)COC1=C(N(N=C1)C)C1=CC=2N(C=C1)N=C(C2)NC=2N=NC(=CC2)C2CC2 5-[4-[[(2R)-azetidin-2-yl]methoxy]-2-methyl-pyrazol-3-yl]-N-(6-cyclopropylpyridazin-3-yl)pyrazolo[1,5-a]pyridin-2-amine